COC1=C(C=CC(=C1)CNC(CCCCC=CCC(C)C)=O)[O-] 2-methoxy-4-{[N-(9-methyl-1-oxodec-6-enyl)amino]methyl}phenolate